C(CCCCCCCCCCCCCCCCC)(=O)OC(C(=O)OC(CCCCCCCCCCC)CCCCCCCC)CCCCCCCCCCCCCCCC Octyldodecyl Stearoyloxystearate